sodium 2-(7H-pyrrolo[2,3-d]pyrimidin-4-yl)acetate N1=CN=C(C2=C1NC=C2)CC(=O)[O-].[Na+]